C(C)(C)(C)OC(=O)N1N=CC(=C1)C=1C=C2C(N(C=NC2=CC1)CC1=CC(=CC=C1)C(NCC1=C(C=CC=C1F)F)=O)=O.C(C)(C)(C)S(=O)N=C1COC1 3-[(tert-butylsulfinyl)imino]oxetane tert-butyl-4-(3-(3-(2,6-difluorobenzylcarbamoyl)benzyl)-4-oxo-3,4-dihydroquinazolin-6-yl)-1H-pyrazole-1-carboxylate